trans-[4-(5-bromothiazol-2-yl)cyclohexyloxy]-tert-butyl-diphenyl-silane BrC1=CN=C(S1)[C@@H]1CC[C@H](CC1)O[Si](C1=CC=CC=C1)(C1=CC=CC=C1)C(C)(C)C